1-(2-bromopyrimidin-4-yl)propan-1-amine BrC1=NC=CC(=N1)C(CC)N